CC1=C(C(=O)NC2=C(C=C(C=C2)N2C3=C(NC(CC2=O)=O)C2=CC=CC=C2C=C3)F)C=CC=C1C 5-[4-(2,3-dimethylbenzoylamino)-3-fluorophenyl]-1H-naphtho[1,2-B][1,4]diazepine-2,4(3H,5h)-dione